(1S,3S)-3-((6-(5-((3-(cyclobutylmethyl)-3-methylureido)methyl)-1-methyl-1H-1,2,3-triazol-4-yl)-2-methylpyridin-3-yl)oxy)cyclopropanecarboxylic acid isopropyl ester C(C)(C)OC(=O)[C@H]1C[C@@H]1OC=1C(=NC(=CC1)C=1N=NN(C1CNC(=O)N(C)CC1CCC1)C)C